(R)-6-(4-amino-5-(trifluoromethyl)pyrimidin-2-yl)-2-(5-(difluoromethoxy)-4-((6-oxo-5-(trifluoromethyl)-1,6-dihydropyridazin-4-yl)amino)pentyl)-7,8-difluoroisoquinolin-1(2H)-one NC1=NC(=NC=C1C(F)(F)F)C=1C=C2C=CN(C(C2=C(C1F)F)=O)CCC[C@H](COC(F)F)NC=1C=NNC(C1C(F)(F)F)=O